FC(C1(C(OC1(F)F)(F)F)C(F)(F)F)(F)F 3,3-di(trifluoromethyl)perfluorooxetane